C(C)N(C(C(=C)CC)=O)CC N,N-diethyl-2-ethylacrylamide